N1=NC=C(C=C1)C=1N=C(N2C1C=CC=C2)C(=O)NC2CCC(CC2)NCC(F)(F)F 1-(pyridazin-4-yl)-N-((1r,4r)-4-((2,2,2-trifluoroethyl)amino)cyclohexyl)imidazo[1,5-a]pyridine-3-carboxamide